Cl.Cl.Cl.OC1C[C@H](NC1)C(=O)N[C@@H](CO)C1=CC=C(C=C1)C1=C(N=CS1)CO 4-hydroxy-N-[(1R)-2-hydroxy-1-{4-[4-(hydroxymethyl)-1,3-thiazol-5-yl]phenyl}ethyl]-L-prolinamide trihydrochloride